FC(C[Si]1(O[SiH2]O[SiH2]O1)C)(F)F (2,2,2-trifluoroethyl)methylcyclotrisiloxane